N-[3-(6-azaspiro[2.5]octan-6-yl)-4-nitro-phenyl]methanesulfonamide C1CC12CCN(CC2)C=2C=C(C=CC2[N+](=O)[O-])NS(=O)(=O)C